NC=1C=C(OC2=C(C=C(C=C2)[N+](=O)[O-])C(C)=O)C=CC1F 1-(2-(3-amino-4-fluorophenoxy)-5-nitrophenyl)ethan-1-one